C(=O)=C([C@@H]1[C@@H]([C@@H]([C@H]([C@H](O[C@H]2[C@@H]([C@H](C(O)O[C@@H]2CO)O)O)O1)O)O)O)O carbonyl-(lactose)